BrCC(=O)C1=C(C(=NC=C1)C1(CC1)O[Si](C)(C)C(C)(C)C)Cl 2-bromo-1-(2-(1-((tert-butyldimethylsilyl)oxy)cyclopropyl)-3-chloropyridin-4-yl)ethan-1-one